C(C)(C)C=1C(=CC(=NC1)NC=1SC=C(N1)C1=NC=CC=C1)C(F)(F)F N-(5-isopropyl-4-(trifluoromethyl)pyridin-2-yl)-4-(pyridin-2-yl)thiazol-2-amine